6-methyl-7-oxo-6,7-dihydro-1H-pyrrolo[2,3-c]pyridin CN1C(C2=C(C=C1)C=CN2)=O